C(CCC)N(C(CC(=O)N(CCCC)CCCC)=O)CCCC N1,N1,N3,N3-tetrabutylmalonamide